(1R*,5S*)-(2RS)-N-(benzo[d]thiazol-5-ylmethyl)-N-(4,4-dimethylcyclohexyl)-3-tosyl-3-azabicyclo[3.1.0]hexane-2-carboxamide S1C=NC2=C1C=CC(=C2)CN(C(=O)[C@H]2[C@@H]1C[C@@H]1CN2S(=O)(=O)C2=CC=C(C)C=C2)C2CCC(CC2)(C)C |&1:13,o1:14,16|